(R)-9-oxo-8-(3-(3-(trifluoromethoxy)phenyl)isoxazol-5-yl)octahydro-2H-pyrazino[1,2-a]pyrazine-2-carbonitrile O=C1N(CCN2[C@@H]1CN(CC2)C#N)C2=CC(=NO2)C2=CC(=CC=C2)OC(F)(F)F